4-[[(2S,3R,4S,5R)-3-(2-ethyl-3,4-difluoro-phenyl)-4,5-dimethyl-5-(trifluoromethyl)tetrahydrofuran-2-carbonyl]amino]pyridine-2-carboxamide C(C)C1=C(C=CC(=C1F)F)[C@@H]1[C@H](O[C@]([C@H]1C)(C(F)(F)F)C)C(=O)NC1=CC(=NC=C1)C(=O)N